FC(C(=O)O)(F)F.C=C1C=CC=C2C=NC(=C12)C(=O)O 7-methyleneisoindole-1-carboxylic acid trifluoroacetate